N=1N(N=C2C1C=CC=C2)C=2C(=C(C=C(C2)C(C)(C)C2=CC=CC=C2)CC2=C(C(=CC(=C2)C(C)(C)C2=CC=CC=C2)N2N=C1C(=N2)C=CC=C1)O)O bis(3-(2H-benzotriazol-2-yl)-2-hydroxy-5-cumylphenyl)methane